N-(3-aminophenyl)-2-bromobenzenesulfonamide NC=1C=C(C=CC1)NS(=O)(=O)C1=C(C=CC=C1)Br